calcium hypophosphite (phosphinate) [PH2]([O-])=O.[PH2](=O)[O-].[Ca+2]